4-chlorophenyl-epoxyethane ClC1=CC=C(C=C1)C1CO1